(adamantan-1-yl)methyl (6-bromohexyl) carbonate C(OCC12CC3CC(CC(C1)C3)C2)(OCCCCCCBr)=O